3-(4H-1,2,4-triazole-4-yl)pyridine N=1N=CN(C1)C=1C=NC=CC1